C(=O)C1(CC(CC=C1)(N)C=O)N 1,3-diformyl-m-phenylenediamine